COC=1C(C=2C=C(C=C3C=CC=C(C1)C23)C2=CC(=CC=C2)[N+](=O)[O-])=O 2-Methoxy-8-(3-nitrophenyl)-1H-phenalen-1-one